(R)-tert-butyl 4-((2,2-dimethyl-1,3-dioxolan-4-yl)methyl)piperidine-1-carboxylate CC1(OC[C@H](O1)CC1CCN(CC1)C(=O)OC(C)(C)C)C